3-(piperidin-4-yloxy)cyclobutanol N1CCC(CC1)OC1CC(C1)O